COC1=NC=C(C(=N1)OC)C1=NN2C(C(=NC=C2)N2CC(CC2)(C)C)=C1 2-(2,4-dimethoxypyrimidin-5-yl)-4-(3,3-dimethylpyrrolidin-1-yl)pyrazolo[1,5-a]pyrazine